ClC=1C=CC(=C(C=O)C1)N1N=NC(=C1)Cl 5-chloro-2-(4-chloro-1H-1,2,3-triazol-1-yl)benzaldehyde